3-(1H-imidazol-2-ylamino)benzoic acid N1C(=NC=C1)NC=1C=C(C(=O)O)C=CC1